C(C)(C)(C)OC(=O)N1CC(C1)N1CCNCCC1 3-(1,4-diazacycloheptan-1-yl)azetidine-1-carboxylic acid tert-butyl ester